CC1C2=CN(N=C2C2=C(C1)OC(=C2C(F)(F)F)C(=O)O)CC2=NC=C(C=C2)C 4-Methyl-2-[(5-methylpyridin-2-yl)methyl]-8-(trifluoromethyl)-4,5-dihydro-2H-furo[2,3-g]indazole-7-carboxylic acid